bis(tertiarybutyl-amino)Silane tert-butyl-2-azaspiro[3.5]nonane-2-carboxylate C(C)(C)(C)OC(=O)N1CC2(C1)CCCCC2.C(C)(C)(C)N[SiH2]NC(C)(C)C